1,3,8-trihydroxy-6-ethylanthraquinone OC1=CC(=CC=2C(C3=CC(=CC(=C3C(C12)=O)O)CC)=O)O